isopropyl 2-((4-(3-(dimethylamino)azetidin-1-yl)-2-methoxy-5-nitrophenyl)amino)-4-(3,3,5-trimethyl-2,3-dihydro-1H-pyrrolo[3,2-b]pyridin-1-yl)pyrimidine-5-carboxylate CN(C1CN(C1)C1=CC(=C(C=C1[N+](=O)[O-])NC1=NC=C(C(=N1)N1CC(C2=NC(=CC=C21)C)(C)C)C(=O)OC(C)C)OC)C